C1(CC1)C=1N=NN(C1)[C@H](C(=O)N1[C@@H](C[C@H](C1)O)C(=O)NC1(CC1)C=1N(C=NC1)C)C(C)(C)C (2S,4r)-1-[(2S)-2-(4-cyclopropyl-triazol-1-yl)-3,3-dimethyl-butyryl]-4-hydroxy-N-[1-(3-methylimidazol-4-yl)cyclopropyl]pyrrolidine-2-carboxamide